C(#N)C=1C=CC(=C2C=CC=NC12)N1C[C@@H]2N([C@@H](C1)C)CCN(C2)CC2=CC(=NC=C2)N2CCN(CC2)C(=O)OC(C)(C)C tert-butyl 4-[4-[[cis-2-(8-cyano-5-quinolyl)-4-methyl-3,4,6,7,9,9a-hexahydro-1H-pyrazino[1,2-a]pyrazin-8-yl]methyl]-2-pyridyl]piperazine-1-carboxylate